4-Chloro-2-iodo-1-p-toluenesulfonyl-1H-pyrrole ClC=1C=C(N(C1)S(=O)(=O)C1=CC=C(C)C=C1)I